C(C)OC1=C(C=C2CCN(C(C2=C1)CCN1CCOCC1)C=O)OC 7-ethoxy-6-methoxy-1-(2-morpholinoethyl)-3,4-di-hydroisoquinoline-2(1H)-formaldehyde